C(C)(=O)OCC(CC(=O)O)O 4-acetoxy-3-hydroxybutyric acid